S1(COCCC2=C1C=C(C=C2)C(=O)O)(=O)=O 4,5-dihydro-2H-benzo[d][1,3]oxathiepine-8-carboxylic acid 1,1-dioxide